FC=1C=C2C(C[C@H]([C@@H](C2=CC1F)NC(=O)NC=1C=C(C(=NC1C1=CC=CC=C1)C=1C=NC(=CC1)CO)C)O)(C)C |r| rac-1-((1R,2R)-6,7-difluoro-2-hydroxy-4,4-dimethyl-1,2,3,4-tetrahydronaphthalen-1-yl)-3-(6'-(hydroxymethyl)-3-methyl-6-phenyl-[2,3'-bipyridin]-5-yl)urea